3-ethyl-2-oxo-1,2,3,4-tetrahydroquinazolin C(C)N1C(NC2=CC=CC=C2C1)=O